francium pentadecylbenzenesulfonate C(CCCCCCCCCCCCCC)OS(=O)(=O)C1=CC=CC=C1.[Fr]